2-[(2-chloro-4-nitro-phenoxy)methyl]-3-methyl-pyridine ClC1=C(OCC2=NC=CC=C2C)C=CC(=C1)[N+](=O)[O-]